5-(tert-butyl)-N-(4-(6-(4-((4-(4-(2,6-dioxopiperidin-3-yl)phenyl)piperidin-1-yl)methyl)oxazol-2-yl)pyrrolo[2,1-f][1,2,4]triazin-4-yl)-2-methylbenzyl)-1,2,4-oxadiazole-3-carboxamide C(C)(C)(C)C1=NC(=NO1)C(=O)NCC1=C(C=C(C=C1)C1=NC=NN2C1=CC(=C2)C=2OC=C(N2)CN2CCC(CC2)C2=CC=C(C=C2)C2C(NC(CC2)=O)=O)C